COC(=O)C1=NN(C2=C1C=NC(=C2)Cl)C2=C(C=C(C(=C2)SCCO)[N+](=O)[O-])OC 6-Chloro-1-(5-((2-hydroxyethyl)thio)-2-methoxy-4-nitrophenyl)-1H-pyrazolo[4,3-c]pyridine-3-carboxylic acid methyl ester